(±)-methyl 6-methyl-2-(7-(2-(trifluoromethyl)phenyl)-2,7-diazaspiro[4.4]nonan-2-yl)pyrimidine-4-carboxylate CC1=CC(=NC(=N1)N1C[C@]2(CC1)CN(CC2)C2=C(C=CC=C2)C(F)(F)F)C(=O)OC |r|